β-Eudesmene CC(=C)[C@@H]1CC[C@]2(CCCC(=C)[C@@H]2C1)C